1-(4-vinylbenzyl)-5,5'-ethylenebis(1H-tetrazole) C(=C)C1=CC=C(CC(CC2=NN=NN2)C2=NN=NN2)C=C1